ANETHOL-TRITHION C=1(C(C(C(C=CC=S)=CC1)=S)=S)OC